OC(C)CC(CCCCCCCCCC)OCC(=O)C1=CC=CC=C1 2-hydroxy-4-tetradecyloxy-acetophenone